C(C)OC1=C(C=CC(=C1)C1=NN=CN1C)NC=1N=CC2=C(N1)C(=NC(=C2)C)NCC2(COC2)C N2-(2-ethoxy-4-(4-methyl-4H-1,2,4-triazol-3-yl)phenyl)-6-methyl-N8-((3-methyloxetan-3-yl)methyl)pyrido[3,4-d]pyrimidine-2,8-diamine